((2,3,5,6,7,8-hexahydro-1H-cyclopenta[b]quinolin-9-yl)carbamoyl)-2-(2-hydroxypropan-2-yl)thiazole-5-sulfonimidamide C1CCC2=NC=3CCCCC3C(=C21)NC(=O)C=2N=C(SC2S(=O)(N)=N)C(C)(C)O